COC(C(CC(C1=CC=CC=C1)C1=CC=CC=C1)NC1=CC=C(C=C1)OC)=O (4-methoxyphenyl)amino-4,4-diphenyl-butanoic acid methyl ester